2,2-difluoro-4-hexyl-3,4-dihydro-1-naphthalenone FC1(C(C2=CC=CC=C2C(C1)CCCCCC)=O)F